O=C(CON=CCC)N1CCN(CC1)C1=NC=C(C=N1)C(F)(F)F propanal O-(2-oxo-2-(4-(5-(trifluoromethyl)pyrimidin-2-yl)piperazin-1-yl)ethyl) oxime